OC1(C(OC2=CC(=CC(=C2C1=O)O)O)C1=CC=CC=C1)O 3,5,7-trihydroxyflavonol